FC(OC=1C=C(C=CC1)C=1C=C(C(=C(C1)O)[C@H]1[C@@H](C[C@@H](C(=C1)C)O)C(=C)C)O)F (1R,2R,4S)-3''-(Difluoromethoxy)-5-methyl-2-(prop-1-en-2-yl)-1,2,3,4-tetrahydro-[1,1':4',1''-terphenyl]-2',4,6'-triol